(R)-4-fluoro-2-((3-methyl-2,4-dioxo-6-(piperidin-3-ylamino)-3,4-dihydropyrimidin-1(2H)-yl)methyl)benzonitrile FC1=CC(=C(C#N)C=C1)CN1C(N(C(C=C1N[C@H]1CNCCC1)=O)C)=O